ClC1=CC=C(C=N1)C(C)N1CC2(C1)CCOCC2 2-(1-(6-chloropyridin-3-yl)ethyl)-7-oxa-2-azaspiro[3.5]nonane